FC1=C(C=C(C(=O)N2CCC(CC2)N2CC(C2)(N2C=C(C=C2)C=2C3=C(N=CN2)NC=C3)CC#N)C=C1)C(F)(F)F {1-{1-[4-fluoro-3-(trifluoromethyl)benzoyl]piperidin-4-yl}-3-[3-(7H-pyrrolo[2,3-d]pyrimidin-4-yl)-1H-pyrrol-1-yl]azetidin-3-yl}acetonitrile